5-(6-amino-1-fluoro-3-hydroxynaphthalen-2-yl)-1λ6,2,5-thiadiazolidine-1,1,3-trione NC=1C=C2C=C(C(=C(C2=CC1)F)N1CC(NS1(=O)=O)=O)O